1-(5-(5-(difluoromethoxy)-6-methoxypyridin-3-yl)pyrazolo[1,5-A]pyridin-2-yl)-3-(2-(pyrimidin-2-ylamino)ethyl)urea FC(OC=1C=C(C=NC1OC)C1=CC=2N(C=C1)N=C(C2)NC(=O)NCCNC2=NC=CC=N2)F